(R)-N-(1-(3-amino-5-(trifluoromethyl)phenyl)ethyl)-2-methyl-6-((tetrahydro-2H-pyran-4-yl)methyl)-5,6,7,8-tetrahydropyrido[4,3-d]pyrimidin-4-amine NC=1C=C(C=C(C1)C(F)(F)F)[C@@H](C)NC=1C2=C(N=C(N1)C)CCN(C2)CC2CCOCC2